6-(thiophene-3-yl)picolinic acid S1C=C(C=C1)C1=CC=CC(=N1)C(=O)O